C(C)C1=C(C=CC=C1)P(O)(=O)C(C1=C(C=C(C=C1C)C)C)=O.[C@@H]1([C@@H](O)[C@@H](O)[C@H](O)[C@H](O1)CO)C1=C(C(NC(N1)=O)=O)C beta-D-mannosyl-methyl-uracil Ethyl-(2,4,6-trimethyl-benzoyl)phenylphosphinat